N-Cyclopropyl-1-(3-((2-methyl-1-((1-methylethyl)sulfonamido)-1-oxopropan-2-yl)oxy)phenyl)-N-(4-(thiophen-2-yl)benzyl)piperidine-3-carboxamide C1(CC1)N(C(=O)C1CN(CCC1)C1=CC(=CC=C1)OC(C(=O)NS(=O)(=O)C(C)C)(C)C)CC1=CC=C(C=C1)C=1SC=CC1